C(CCC)OC1=C(C=C(C=C1)/C=C/C(=O)C1=CC=C(C=C1)S(=O)(=O)NCCC(=O)O)OCC 3-[[4-[(E)-3-(4-Butoxy-3-ethoxyphenyl)prop-2-enoyl]phenyl]sulfonylamino]propanoic acid